((2R,3S,5R)-5-(6-amino-2-fluoro-9H-purin-9-yl)-2-ethynyl-3-hydroxytetrahydrofuran-2-yl)methyl trans-4-pentylcyclohexane-1-carboxylate C(CCCC)[C@@H]1CC[C@H](CC1)C(=O)OC[C@]1(O[C@H](C[C@@H]1O)N1C2=NC(=NC(=C2N=C1)N)F)C#C